C1(CC1)OC1=NC=CC(=C1)C1=C(C=2CCC2C=C1)O 3-(2-cyclopropoxypyridin-4-yl)bicyclo[4.2.0]Oct-1(6),2,4-trien-2-ol